N-[3-[4-[7,7-difluoro-2-[(2S,3R)-3-fluoro-2-methyl-azetidin-1-yl]-5,6-dihydrocyclopenta[d]pyrimidin-4-yl]phenyl]-1-imino-1-oxo-thietan-3-yl]-2,2,2-trifluoro-acetamide FC1(CCC2=C1N=C(N=C2C2=CC=C(C=C2)C2(CS(C2)(=O)=N)NC(C(F)(F)F)=O)N2[C@H]([C@@H](C2)F)C)F